2-chloro-N-[[(4,6-dimethoxy-2-pyrimidinyl)amino]carbonyl]imidazo[1,2-a]pyridine-3-sulfonamide ClC=1N=C2N(C=CC=C2)C1S(=O)(=O)NC(=O)NC1=NC(=CC(=N1)OC)OC